2-[2,5-difluoro-4-(4,5-dioxapentan-2-yl)phenyl]acetic acid methyl ester COC(CC1=C(C=C(C(=C1)F)C(C)COO)F)=O